FC1=C(CN2[C@@H](CCC2=O)CC(=O)N[C@H](C(C)C)C(=O)SCC(=O)OC)C=CC=C1F |&1:14| Methyl 2-(((RS)-(2-((S)-1-(2,3-difluorobenzyl)-5-oxopyrrolidin-2-yl)acetyl)valyl)thio)acetate